C(C)(C)(C)OC(=O)N1CC2=NN(C=C2C1)C.OC1=CC=C(C=C1)C(C1=CC=C(C=C1)O)C1=CC=C(C=C1)O 1,1,1-tris(4'-hydroxyphenyl)methane tert-butyl-2-methyl-2,6-dihydropyrrolo[3,4-c]pyrazole-5(4H)-carboxylate